5-ethyl-2-fluoro-4-(3-(4-((pyridin-3-ylamino)methyl)-1H-imidazol-2-yl)-1H-indazole-6-yl)phenol C(C)C=1C(=CC(=C(C1)O)F)C1=CC=C2C(=NNC2=C1)C=1NC=C(N1)CNC=1C=NC=CC1